FC(C(=O)O)(F)F.N1=CC(=C2N1C=CC=N2)C(=O)N pyrazolo[1,5-a]pyrimidine-3-carboxamide trifluoroacetate salt